4-[(tert-butyldiphenylsilyl)oxy]-N-methyl-N-[2-(4-methylpiperazin-1-yl)-5-nitrophenyl]butanamide [Si](C1=CC=CC=C1)(C1=CC=CC=C1)(C(C)(C)C)OCCCC(=O)N(C1=C(C=CC(=C1)[N+](=O)[O-])N1CCN(CC1)C)C